6-(dimethylphosphoryl)-2-methyl-N-{(1R)-1-[2-methyl-3-(trifluoromethyl)phenyl]ethyl}quinazolin-4-amine CP(=O)(C)C=1C=C2C(=NC(=NC2=CC1)C)N[C@H](C)C1=C(C(=CC=C1)C(F)(F)F)C